C12CC(CC(CC1)O2)NC(=O)[C@H]2CCN(C1(CC1)C2)C(=O)C2=NNC(=C2)C2=CC(=NC=C2F)OC (7S)-N-(8-oxabicyclo[3.2.1]octan-3-yl)-4-(5-(5-fluoro-2-methoxypyridin-4-yl)-1H-pyrazole-3-carbonyl)-4-azaspiro[2.5]octane-7-carboxamide